ClC1=C(C=CC=C1F)C=1C(N(C(N(C1)CC(=O)O)=O)C(C)C)=O [5-(2-Chloro-3-fluoro-phenyl)-3-isopropyl-2,4-dioxo-3,4-dihydro-2H-pyrimidin-1-yl]-acetic acid